3-(3-((2-((2-methyl-4-(4-methylpiperazin-1-yl)phenyl)amino)-5-(trifluoromethyl)pyrimidin-4-yl)amino)propyl)-1,3-oxazinan-2-one CC1=C(C=CC(=C1)N1CCN(CC1)C)NC1=NC=C(C(=N1)NCCCN1C(OCCC1)=O)C(F)(F)F